ClC1=C(C=C(C=C1)C1=CC(=CC=C1CC=O)C(C#N)(C)C)[N+](=O)[O-] 2-(4'-chloro-3'-nitro-6-(2-oxoethyl)-[1,1'-biphenyl]-3-yl)-2-methylpropionitrile